2-cyano-3-(2-(4-(diphenylamino)phenyl)benzofuran-6-yl)acrylic acid C(#N)C(C(=O)O)=CC1=CC2=C(C=C(O2)C2=CC=C(C=C2)N(C2=CC=CC=C2)C2=CC=CC=C2)C=C1